FC(OC1=NC=CC(=C1)N1CC(C1)C(C)=O)F {1-[2-(difluoromethoxy)pyridin-4-yl]azetidin-3-yl}ethanone